C(=CC1=CC=CC=C1)C=1OC2=C(N1)C1=CC=CC=C1C=C2 2-styrylnaphth-[1,2-d]oxazole